O=C(C[O])N1CCN(CC1)C1=NC=C(C=N1)C(F)(F)F (2-oxo-2-(4-(5-(trifluoromethyl)pyrimidin-2-yl)piperazin-1-yl)ethyl)Oxygen